CC=1N=C(SC1C)C=1C(=C(C=C(C1)C1(CNCCC1)C)[N+]=1N(N=NC1)C1=CC=C(C=C1)S(=O)(=O)O)OCC(=O)O [3-(4,5-dimethylthiazol-2-yl)-5-(3-methylpiperidin-3-yl)-carboxymethoxyphenyl]-2-(4-sulfophenyl)-2H-tetrazolium